tert-butyl (1-(5-bromo-1H-indole-2-carbonyl)azetidin-3-yl)carbamate BrC=1C=C2C=C(NC2=CC1)C(=O)N1CC(C1)NC(OC(C)(C)C)=O